ONC(=N)C1=CC=C(OC2=CC=CC(=N2)C(=O)NC)C=C1 6-(4-(N-hydroxycarbamimidoyl)phenoxy)-N-methylpyridinamide